C1=CC=CC=2OC3=CC=CC=C3NC12 R-phenoxazine